C(C)(C)OC1=CC=2N(C=C1C(=O)NC=1C=NN3C1N=CC=C3)C=C(N2)C23COC(CC2)(C3)C 7-isopropoxy-2-(1-methyl-2-oxabicyclo[2.2.1]hept-4-yl)-N-(pyrazolo[1,5-a]pyrimidin-3-yl)imidazo[1,2-a]pyridine-6-carboxamide